2-mercapto-N,N-dimethyl-nicotinamide tert-butyl-(3S,4R)-3-fluoro-4-((2-formyl-3-(2,2,2-trifluoroethyl)benzo[b]thiophen-7-yl)amino)pyrrolidine-1-carboxylate C(C)(C)(C)OC(=O)N1C[C@@H]([C@@H](C1)NC1=CC=CC2=C1SC(=C2CC(F)(F)F)C=O)F.SC2=C(C(=O)N(C)C)C=CC=N2